C(C)C1CCC(CC1)C1=CCCCC1=C (4-ethylcyclohexyl)-6-methylidenecyclohex-1-ene